C(CC)OC(C(C)(F)F)=O 2,2-difluoropropionic acid propyl ester